C(C1=CC=CC=C1)OC1=CC(=NC=2C=CN=C(C12)C#N)C=1C(=NC=C(C1C)C(F)(F)F)OC1=C(C(=C(C=C1)F)F)C 4-benzyloxy-2-[2-(3,4-difluoro-2-methyl-phenoxy)-4-methyl-5-(trifluoromethyl)-3-pyridinyl]-1,6-naphthyridine-5-carbonitrile